COC1=C(C=CC=C1)C(CNC(C(=O)OCC)=O)=O ethyl 2-((2-(2-methoxyphenyl)-2-oxoethyl) amino)-2-oxoacetate